(3-acetyl-5-(2-ethylpyrazolo[1,5-a]pyrimidin-6-yl)-1H-indazol-1-yl)acetic acid C(C)(=O)C1=NN(C2=CC=C(C=C12)C=1C=NC=2N(C1)N=C(C2)CC)CC(=O)O